6-(2-(1H-tetrazol-5-yl)phenyl)-N2-(4-fluorobenzyl)-N4-(5-fluoropyrimidin-2-yl)-N2-isobutylpyridine-2,4-diamine N1N=NN=C1C1=C(C=CC=C1)C1=CC(=CC(=N1)N(CC(C)C)CC1=CC=C(C=C1)F)NC1=NC=C(C=N1)F